OC[C@H]1N(CC1)CCCCC(=O)OCC ethyl 5-[(2S)-2-(hydroxymethyl)azetidin-1-yl]pentanoate